3-[(2,6-dichlorophenyl)methoxy]pyridin-2-amine ClC1=C(C(=CC=C1)Cl)COC=1C(=NC=CC1)N